C(C)(C)(C)OC(=O)N1CC(C1)C1=C(C=C(C=C1)S(=O)(=O)CC(C)C)Cl 3-(2-chloro-4-isobutylsulfonyl-phenyl)azetidine-1-carboxylic acid tert-butyl ester